[Na+].OC1=CC=C(C(=O)[O-])C=C1 4-Hydroxybenzoic Acid Sodium Salt